C(C)(C)(C)OC(=O)N1CC(C1)(CI)F.NC1=C2N=CN(C2=NC(=N1)C1=CC(=CC=C1)C(F)(F)F)C1CCC(CC1)C(=O)NC1=CC(=CC=C1)OC 4-{6-amino-2-[3-(trifluoromethyl)phenyl]-9H-purin-9-yl}-N-(3-methoxyphenyl)cyclohexanecarboxamide tert-butyl-3-fluoro-3-(iodomethyl)azetidine-1-carboxylate